P(=O)(OC1=C(C=CC=C1)Cl)(OC[C@H]1O[C@@H]([C@@H]2OC(O[C@@H]21)(C)C)N2C(NC(C=C2)=O)=O)[O-] 2-chlorophenyl (((3aR,4R,6S,6aR)-6-(2,4-dioxo-3,4-dihydropyrimidin-1(2H)yl)-2,2-dimethyltetrahydrofurano[3,4-d][1,3]dioxolan-4-yl) methyl) phosphate